FC(OC1=CC=C(C=C1)N1N=CC(=C1)C1CCN(CC1)CCN1CCOCC1)(F)F [2-[4-[1-[4-(trifluoromethoxy)phenyl]pyrazol-4-yl]-1-piperidyl]ethyl]morpholine